2-(3-(but-3-en-1-ylamino)-2-hydroxy-propoxy)benzaldehyde C(CC=C)NCC(COC1=C(C=O)C=CC=C1)O